FC1=CC=C(C=C1)CCC[C@@H](B1OC(C(O1)(C)C)(C)C)NC([C@@H](COC)NC(OC(C)(C)C)=O)=O tert-butyl ((R)-1-(((R)-4-(4-fluorophenyl)-1-(4,4,5,5-tetramethyl-1,3,2-dioxaborolan-2-yl)butyl)amino)-3-methoxy-1-oxopropan-2-yl)carbamate